[rel-(2S,4aR,7aS)-4-(4-methylbenzenesulfonyl)-octahydrocyclopenta[b][1,4]oxazin-2-yl]methanol CC1=CC=C(C=C1)S(=O)(=O)N1[C@H]2[C@@H](O[C@@H](C1)CO)CCC2 |o1:11,12,14|